7-ETHOXY-1,2-DIHYDRO-2-OXO-3-QUINOLINECARBOXALDEHYDE C(C)OC1=CC=C2C=C(C(NC2=C1)=O)C=O